C(CCCCC(=O)[O-])(=O)[O-] hexane-1,6-dioate